(R)-8-acetyl-5,7-dihydroxy-3,4a,6-trimethyl-1-(pyridin-2-yl)-1,4a-dihydro-4H-benzofuro[3,2-f]indazol-4-one C(C)(=O)C1=C(C(=C(C2=C1OC=1[C@@]2(C(C=2C(=NN(C2C1)C1=NC=CC=C1)C)=O)C)O)C)O